chloro(5-chloro-2-fluorophenyl)methylidene-lambda6-sulfanone ClS(=O)=CC1=C(C=CC(=C1)Cl)F